COC(C1=CC=C2C3(CC(NC2=N1)C3)NCCN(C(OC(C)(C)C)=O)C)OC tert-butyl N-(2-((7-(dimethoxymethyl)-1,2,3,4-tetrahydro-2,4-methylene-1,8-naphthyridin-4-yl)amino)ethyl)-N-methylcarbamate